O1C(=CC=C1)OC(C=C)=O.OCCCCCCCN1C(CCC1=O)=O N-hydroxyheptyl-succinimide 2-furylacrylate